C(C1=CC=CC=C1)OC(CC[C@@H](CSCC(=O)OCC)NC(=O)OC(C)(C)C)=O (4S)-4-(tert-Butoxycarbonylamino)-5-(2-ethoxy-2-oxo-ethyl)sulfanyl-pentanoic acid benzyl ester